ClC1C(O1)N1C2=C(NC(C3=C1C=CC(=C3)F)=O)C=CC=C2 5-(3-chlorooxiran-2-yl)-2-fluoro-5,10-dihydro-11H-dibenzo[b,e][1,4]diazepin-11-one